[N+](=O)([O-])/C(=C/C1=CNC2=CC=CC=C12)/C\C=C/C 3-((1E,4Z)-2-nitrohexa-1,4-diene-1-yl)-1H-indole